5-(benzyloxy)-N-(2,3-dihydroxypropyl)-2-methylbenzofuran-3-carboxamide C(C1=CC=CC=C1)OC=1C=CC2=C(C(=C(O2)C)C(=O)NCC(CO)O)C1